Anti-glutaryllysine C(CCCC(=O)O)(=O)N[C@@H](CCCCN)C(=O)O